aza-adamantane N12CC3CC(CC(C1)C3)C2